(5-ethynyl-8-methyl-7-oxopyrido[2,3-d]pyrimidin-2-ylamino)-2-(4-methylpiperazin-1-yl)benzenesulfonamide C(#C)C1=CC(N(C=2N=C(N=CC21)NC=2C(=C(C=CC2)S(=O)(=O)N)N2CCN(CC2)C)C)=O